7-amino-N-(4-(diethylcarbamoyl)phenyl)quinoline-3-carboxamide ethyl-7-((tert-butoxycarbonyl)amino)quinoline-3-carboxylate C(C)OC(=O)C=1C=NC2=CC(=CC=C2C1)NC(=O)OC(C)(C)C.NC1=CC=C2C=C(C=NC2=C1)C(=O)NC1=CC=C(C=C1)C(N(CC)CC)=O